ClC1=CC=C(C=C1)C=1N=C2N(C=CC=C2)C1CN1CCN(CC1)C(=O)C1=CC(=CC=C1)OC(C)C (4-{[2-(4-chlorophenyl)imidazo[1,2-a]pyridine-3-yl]methyl}piperazin-1-yl)(3-isopropoxyphenyl)methanone